2-(4-Methoxybenzenesulfonyl)-5-bromo-1,2,3,4-tetrahydroisoquinoline COC1=CC=C(C=C1)S(=O)(=O)N1CC2=CC=CC(=C2CC1)Br